anilineiD [NH-]C1=CC=CC=C1